COC(=O)C1=C(C2=C(C=C1)C1(CCN(CC1)CC1=CC=CC=C1)CO2)C(=O)OC benzyl-2H-spiro[benzofuran-3,4'-piperidine]-6,7-dicarboxylic acid dimethyl ester